5-epoxypentyl methacrylate C(C(=C)C)(=O)OC1C(CCC)O1